1-(((9H-Fluoren-9-yl)methoxy)carbonyl)-4-(((tert-butoxycarbonyl)amino)-methyl)pyrrolidine-2-carboxylic acid C1=CC=CC=2C3=CC=CC=C3C(C12)COC(=O)N1C(CC(C1)CNC(=O)OC(C)(C)C)C(=O)O